ClCCC1(N(CC(C1)F)C(=O)[O-])C(=O)[O-] 2-(2-chloroethyl)-4-fluoropyrrolidine-1,2-dicarboxylate